NC1=C2N=C(N(C2=NC=N1)CCCS(=O)(=O)NC1CC1)SC1=CC2=C(OCO2)C=C1N(C)C 3-(6-amino-8-((6-(dimethylamino)benzo[d][1,3]dioxol-5-yl)thio)-9H-purin-9-yl)-N-cyclopropylpropane-1-sulfonamide